[N].[P].[N+](=O)([O-])C=1C(=C(C=CC1)[N+](=O)[O-])[N+](=O)[O-] trinitrobenzene phosphorus nitrogen